ClC=1C=C2C(C(=CN(C2=CC1N1[C@H](CCC1)COC1=NC=CC=C1Cl)C1CCN(CC1)CCNC)C(=O)O)=O (R)-6-chloro-7-(2-(((3-chloropyridin-2-yl)oxy)methyl)pyrrolidin-1-yl)-1-(1-(2-(methyl-amino)ethyl)piperidin-4-yl)-4-oxo-1,4-dihydroquinoline-3-carboxylic acid